3-((6-(3-(difluoromethyl)-1H-pyrazol-4-yl)-4-(1-hydroxyethyl)-1-oxoisoquinolin-2(1H)-yl)methyl)-N-(tetrahydro-2H-pyran-4-yl)benzamide FC(C1=NNC=C1C=1C=C2C(=CN(C(C2=CC1)=O)CC=1C=C(C(=O)NC2CCOCC2)C=CC1)C(C)O)F